C(C)(=O)N1CC(C1)C1=CC(=NC=N1)N1N=CN=C1C(C)NC(OC(C)(C)C)=O tert-butyl (1-(1-(6-(1-acetylazetidin-3-yl)pyrimidin-4-yl)-1H-1,2,4-triazol-5-yl)ethyl)carbamate